C(C)(C)(C)OC(N[C@@H]1C(N(C2=C(OC1)C=CC(=C2)OC(C(=O)N2CCC(CC2)(C)O)(C)C)C)=O)=O (S)-(7-((1-(4-hydroxy-4-methylpiperidin-1-yl)-2-methyl-1-oxopropan-2-yl)oxy)-5-methyl-4-oxo-2,3,4,5-tetrahydrobenzo[b][1,4]oxazepin-3-yl)carbamic acid tert-butyl ester